[Si](C1=CC=CC=C1)(C1=CC=CC=C1)(C(C)(C)C)OC1=CC(=CC2=C1N=C(S2)NC(OC(C)(C)C)=O)[N+](=O)[O-] tert-Butyl (4-((tert-butyldiphenylsilyl)oxy)-6-nitrobenzo[d]thiazol-2-yl)carbamate